BrC(C(\C=C/F)F)(F)F Z-4-bromo-1,3,4,4-tetrafluorobut-1-ene